2-tert-butyl-4-(4'-bromophenyl)phenol C(C)(C)(C)C1=C(C=CC(=C1)C1=CC=C(C=C1)Br)O